Thiobenzoic acid S-((1R,2R,4R)-4-tert-butoxycarbonylamino-2-hydroxy-cyclohexyl) ester C(C)(C)(C)OC(=O)N[C@H]1C[C@H]([C@@H](CC1)SC(C1=CC=CC=C1)=O)O